Cl.FC1=C(C=CC(=C1)F)[C@H](C)N (S)-1-(2,4-difluorophenyl)ethan-1-amine hydrochloride